NC=1C=CC=C2C=CN(C12)C(C)=O 1-(7-aminoindol-1-yl)ethan-1-one